COC([C@H](CCCC)NC(=O)OC(C(F)(F)C1=CC(=CC=C1)Cl)C=1C=NC=CC1)=O.CC1=C(C=CC=C1)C1=NOC(=N1)C1CCNCC1 4-[3-(2-methylphenyl)-1,2,4-oxadiazol-5-yl]piperidine Methyl-(2S)-2-(((2-(3-chlorophenyl)-2,2-difluoro-1-(pyridin-3-yl)ethoxy)carbonyl)amino)hexanoate